C(C)C1(COC1)COCC(CCCC)CC 3-ethyl-3-(2-ethyl-hexyloxymethyl)oxetane